C(C)(C)(C)OC(=O)N[C@@H](CC(=O)OCC)C=1C=C(C=C(C1F)C)C1=C(C=C(C=C1OS(=O)(=O)C(F)(F)F)C)C Ethyl (S)-3-((tert-butoxycarbonyl)amino)-3-(4-fluoro-2',4',5-trimethyl-6'-(((trifluoromethyl)sulfonyl)oxy)-[1,1'-biphenyl]-3-yl)propanoate